4-[[3-fluoro-2-methoxy-propyl]-[4-(5,6,7,8-tetrahydro-1,8-naphthyridin-2-yl)butyl]amino]-2-[[2-methoxy-2-phenyl-acetyl]amino]butanoic acid FCC(CN(CCC(C(=O)O)NC(C(C1=CC=CC=C1)OC)=O)CCCCC1=NC=2NCCCC2C=C1)OC